N1CC(C1)CNS(=O)(=O)C=1N=C(NC1)C(C1=CC(=C(C=C1)F)F)C1=CC(=C(C=C1)F)Cl N-(azetidin-3-ylmethyl)-2-((3-chloro-4-fluorophenyl)(3,4-difluorophenyl)methyl)-1H-imidazole-4-sulfonamide